C1(CC1)S(=O)(=O)NC1=CC(=NC=C1)CC(=O)NC1=NC=C(C=C1)C1=NC(=CN=C1)OCC 2-(4-(cyclopropanesulfonamido)pyridin-2-yl)-N-(5-(6-ethoxypyrazin-2-yl)pyridin-2-yl)acetamide